COC1=CC=C(C=C1)C1C2=CC=CC=C2OC2=CC=C3C(=C12)C=CC=C3 12-(4-methoxyphenyl)-12H-benzo[a]xanthene